C(C)(C)(C)C1=CC=C(C(=O)NO)C=C1 4-(t-butyl)-benzohydroxamic acid